4-epoxytricyclo[5.2.1.02,6]decanyl acrylate C(C=C)(=O)OC1CC23C4(CCC(C2C1)C4)O3